(R)-N-((S)-1-(2-hydroxy-4-(4-methylthiazol-5-yl)phenyl)ethyl)-2-methylpropane-2-sulfinamide OC1=C(C=CC(=C1)C1=C(N=CS1)C)[C@H](C)N[S@](=O)C(C)(C)C